[Ta+5].C1(C=CC=C1)C[N-]CC.C1(C=CC=C1)C[N-]CC.C1(C=CC=C1)C[N-]CC.C1(C=CC=C1)C[N-]CC.C1(C=CC=C1)C[N-]CC cyclopentadienyl-ethyl-methyl-amide tantalum (V)